C(C)(C)(C)OC(NCC1(CCN(CC1)C1=NC(=CC(=N1)C#N)C)C)=O ((1-(4-cyano-6-methylpyrimidin-2-yl)-4-methylpiperidin-4-yl)methyl)carbamic acid tert-butyl ester